(R)-2-(6-(4-(2-(2-methoxyethoxy)phenyl)piperidin-1-yl)-2-azaspiro[3.4]octan-2-yl)-1,3,4-thiadiazole COCCOC1=C(C=CC=C1)C1CCN(CC1)[C@H]1CC2(CN(C2)C=2SC=NN2)CC1